oleyl oleate C(CCCCCCC\C=C/CCCCCCCC)(=O)OCCCCCCCC\C=C/CCCCCCCC